ClC1=CC=C(C=C1)CN1N=C(N=C1)C(=O)O 1-[(4-chlorophenyl)methyl]1,2,4-triazole-3-carboxylic acid